C(C#C)N1C(C(NC2=CC=CC=C12)=O)=O 1-(prop-2-yn-1-yl)-1,4-dihydroquinoxaline-2,3-dione